[N+](=O)([O-])C=1C=C(C=CC1NCC1CCN(CC1)C1COC1)S(=O)(=O)NC(C1=CN=CC=C1)=O N-((3-nitro-4-(((1-(oxetan-3-yl)piperidin-4-yl)methyl)amino)phenyl)sulfonyl)nicotinamide